N=1C(C=NC=CC1)=O [1,4]Diazepin-2-one